6-(5-cyclopropylcarbamoyl-3-fluoro-2-methyl-phenyl)-N-cyclobutyl-nicotinamide C1(CC1)NC(=O)C=1C=C(C(=C(C1)C1=NC=C(C(=O)NC2CCC2)C=C1)C)F